O1C(NCC1)=O 2-Oxazolidinone